p-aminothiophenol benzyl-((S)-4-methyl-1-oxo-1-(((S)-1-oxo-3-((S)-2-oxopyrrolidin-3-yl)propan-2-yl)amino)pentan-2-yl)carbamate C(C1=CC=CC=C1)N(C(O)=O)[C@H](C(N[C@H](C=O)C[C@H]1C(NCC1)=O)=O)CC(C)C.NC1=CC=C(C=C1)S